3-(1-oxo-5-(2-oxo-3-(pyridin-2-yl)imidazolidin-1-yl)isoindolin-2-yl)piperidine-2,6-dione O=C1N(CC2=CC(=CC=C12)N1C(N(CC1)C1=NC=CC=C1)=O)C1C(NC(CC1)=O)=O